2-dicyclohexylphosphino-2',6'-diisopropylphosphino-biphenyl C1(CCCCC1)P(C1=C(C=CC=C1)C1=C(C=CC=C1PC(C)C)PC(C)C)C1CCCCC1